methyl (S)-4-(1-(3-(difluoromethyl)-5-(3-isopropylphenoxy)-1-methyl-1H-pyrazole-4-carboxamido)ethyl)benzoate FC(C1=NN(C(=C1C(=O)N[C@@H](C)C1=CC=C(C(=O)OC)C=C1)OC1=CC(=CC=C1)C(C)C)C)F